NC([C@@H](C[C@@H]1C(NCC1)=O)C(C(=O)N)(CC(C)C)NS(=O)(=O)C1=CC2=CC=CC=C2C=C1)=O ((S)-2-amino-2-oxo-1-[[(3S)-2-oxopyrrolidin-3-yl]methyl]ethyl)-4-methyl-2-(2-naphthylsulfonylamino)pentanamide